BrC1=C(SC=C1)C(=O)N1CCN(CC1)C1=C(C=CC=C1)N(S(=O)(=O)C=1C=C2C(=C(N(C2=CC1)C)C(=O)O)C)CCC1=CC=CC=C1 5-(N-(2-(4-(3-Bromothiophene-2-carbonyl)piperazin-1-yl)phenyl)-N-phenethylsulfamoyl)-1,3-dimethyl-1H-Indole-2-carboxylic acid